NC1=NC=NN2C1=C(C(=N2)C2=C(C=C(C=C2)NC(C(=C)F)=O)OC)C2=CC(=C(C(=O)NC1CC1)C=C2)OC 4-(4-amino-6-(4-(2-fluoroacrylamido)-2-methoxyphenyl)pyrazolo[5,1-f][1,2,4]triazin-5-yl)-N-cyclopropyl-2-methoxybenzamide